3-(4-Amino-2-{4-[(2-fluoroacrylamido)]phenyl}-3-(5-fluoro-6-{[(2,2,2-trifluoroethyl)amino]carbonyl}pyridin-3-yl)-1-methylpyrrolo[3,2-c]pyridin-7-yl)prop-2-ynoic acid NC1=NC=C(C2=C1C(=C(N2C)C2=CC=C(C=C2)NC(C(=C)F)=O)C=2C=NC(=C(C2)F)C(=O)NCC(F)(F)F)C#CC(=O)O